1-(9Z-octadecenyl)-2-(8Z,11Z,14Z,17Z-eicosatetraenoyl)-sn-glycero-3-phosphocholine CCCCCCCC/C=C\CCCCCCCCOC[C@H](COP(=O)([O-])OCC[N+](C)(C)C)OC(=O)CCCCCC/C=C\C/C=C\C/C=C\C/C=C\CC